C(C1=CC=CC=C1)OCCCCOC1=C(C=CC=C1)Br 1-(4-(benzyloxy)butoxy)-2-bromobenzene